4-(4-(methylthio)-7H-pyrrolo[2,3-d]pyrimidin-7-yl)butyric acid CSC=1C2=C(N=CN1)N(C=C2)CCCC(=O)O